2,3-dimercaptosuccinic acid SC(C(=O)O)C(C(=O)O)S